COCCNCC=O 2-((2-methoxyethyl)amino)ethan-1-one